2-[4-[2-[7-(5-chloropyrimidin-2-yl)-7-azaspiro[3.5]nonan-2-yl]ethoxy]-2,6-difluoro-phenyl]-1-[3-[[[(2S,3R,4R,5R)-2,3,4,5,6-pentahydroxyhexyl]amino]methyl]-azetidin-1-yl]ethanone ClC=1C=NC(=NC1)N1CCC2(CC(C2)CCOC2=CC(=C(C(=C2)F)CC(=O)N2CC(C2)CNC[C@@H]([C@H]([C@@H]([C@@H](CO)O)O)O)O)F)CC1